FC=1C=C2C(C(=CN(C2=NC1N1[C@@H](CCCC1)CO)C1=C(C=C(C=C1F)F)F)C(=O)N[C@H](C(F)(F)F)CC)=O 6-fluoro-7-[(2S)-2-(hydroxymethyl)piperidin-1-yl]-4-oxo-N-[(2S)-1,1,1-trifluorobut-2-yl]-1-(2,4,6-trifluorophenyl)-1,4-dihydro-1,8-naphthyridine-3-carboxamide